N-methyl-2-(2-phenyl-4-(1-(pyridin-3-ylmethyl)-1H-pyrazol-3-yl)-5,7-dihydro-6H-pyrrolo[3,4-d]pyrimidin-6-yl)ethane-1-sulfonamide CNS(=O)(=O)CCN1CC=2N=C(N=C(C2C1)C1=NN(C=C1)CC=1C=NC=CC1)C1=CC=CC=C1